C1(CCCCC1)NC(OC1=CC(=CC=C1)C=1C=NC=C(C1)C=1N=NN(N1)COCC[Si](C)(C)C)=O 3-(5-(2-((2-(trimethylsilyl)ethoxy)methyl)-2H-tetrazol-5-yl)pyridin-3-yl)phenyl cyclohexylcarbamate